CC(=CCC1=C(C(=C(C=C1)CC=C(C)C)O)O)C 3,6-bis(3-methylbut-2-enyl)benzene-1,2-diol